(2S,5R)-1-(5-(dimethylamino)naphthalene-1-ylsulfonyl)-5-hydroxypiperidine-2-carboxylic acid CN(C1=C2C=CC=C(C2=CC=C1)S(=O)(=O)N1[C@@H](CC[C@H](C1)O)C(=O)O)C